BrC1=CC=C(C=C1)C1(CCOCC1)C#N 4-(4-bromophenyl)tetrahydro-2H-pyran-4-carbonitrile